C(C)(C)(C)N(C(O)=O)[C@@H]1C[C@@H](CCC1)C(NC1=NC=C(C(=C1)I)F)=O.FC(C(F)F)(F)F 1,1,1,2,2-pentafluoroethane Tert-butyl-((1S,3R)-3-((5-fluoro-4-iodopyridin-2-yl)carbamoyl)cyclohexyl)carbamate